C(C)OC(=O)C=1N(C(=CC1)C1=CC(=CC=C1)[N+](=O)[O-])C 1-methyl-5-(3-nitrophenyl)-1H-pyrrole-2-carboxylic acid ethyl ester